CC1=C(C=CC(=C1)C)SCC1=COC2=C1C=CC=C2 3-(((2,4-Dimethylphenyl)thio)methyl)benzofuran